3-(5-(4-((Methylamino)methyl)pyridin-2-yl)-1-oxoisoindolin-2-yl)piperidine-2,6-dione bis-hydrochloride Cl.Cl.CNCC1=CC(=NC=C1)C=1C=C2CN(C(C2=CC1)=O)C1C(NC(CC1)=O)=O